6-(3-Amino-6-(1-methyl-1H-pyrazol-4-yl)pyrazin-2-yl)-2-(3,5-dimethoxyphenyl)-4-isobutylpyridazin-3(2H)-on NC=1C(=NC(=CN1)C=1C=NN(C1)C)C=1C=C(C(N(N1)C1=CC(=CC(=C1)OC)OC)=O)CC(C)C